[Ca].C(C)C1=CC2=C(C3=CC=C(C=C3C=C2C=C1)CC)OC(=O)CCC(=O)O 2,6-diethyl-9-(2-carboxyethyl)carbonyloxyanthracene calcium